8-(4-((2-(2,6-dioxopiperidin-3-yl)-1-oxoisoindolin-4-yl)glycyl)piperazin-1-yl)-9-ethyl-6,6-dimethyl-11-oxo-6,11-dihydro-5H-benzo[b]carbazole-3-carbonitrile O=C1NC(CCC1N1C(C2=CC=CC(=C2C1)NCC(=O)N1CCN(CC1)C=1C(=CC2=C(C(C=3NC4=CC(=CC=C4C3C2=O)C#N)(C)C)C1)CC)=O)=O